NC1=CC=C(C(=C1C(=O)N(C)C)F)C=1C(=C2C(=NC1)NCC21CC(CC1)N1N=C(C=C1C)C#N)Cl 6-Amino-3-(4'-chloro-3-(3-cyano-5-methyl-1H-pyrazol-1-yl)-1',2'-dihydrospiro[cyclopentane-1,3'-pyrrolo[2,3-b]pyridin]-5'-yl)-2-fluoro-N,N-dimethylbenzamide